FC1=CC=C(CC2(C(N(C(C2)C(F)(F)F)C(=O)OC(C)(C)C)=O)C(=O)OC)C=C1 1-(tert-butyl) 3-methyl 3-(4-fluorobenzyl)-2-oxo-5-(trifluoromethyl)pyrrolidine-1,3-dicarboxylate